C(C)C=1C=C2CC(CC2=CC1CC)NC[C@H](O)C1=C2C=CC(NC2=C(C=C1)O)=O (R)-5-[2-[(5,6-diethyl-2,3-dihydro-1H-inden-2-yl)amino]-1-hydroxyethyl]-8-hydroxyquinolin-2(1H)-one